tert-butyl ((S)-1-(((S)-1-hydroxy-1,1-bis(4-methoxyphenyl)propan-2-yl)amino)-3-methyl-1-oxobutan-2-yl)carbamate OC([C@H](C)NC([C@H](C(C)C)NC(OC(C)(C)C)=O)=O)(C1=CC=C(C=C1)OC)C1=CC=C(C=C1)OC